ClC=1C=C2C(C(=CN(C2=CC1N1[C@H](CCC1)COC1=NC=CC=C1Cl)C=1C=NN(C1)C1CN(C1)CCF)C(=O)O)=O 6-chloro-7-[(2R)-2-[[(3-chloropyridin-2-yl)oxy]methyl]pyrrolidin-1-yl]-1-[1-[1-(2-fluoroethyl)azetidin-3-yl]pyrazol-4-yl]-4-oxoquinoline-3-carboxylic acid